CC(C(=O)OCCO)=C 2-hydroxyethyl (methyl)acrylate